O1C(CCCC1)OC=1C=C(C=CC1)C=1COC2=CC=CC=C2C1 3-(3-((tetrahydro-2H-pyran-2-yl)oxy)phenyl)-2H-chromen